ClC1=CC=C(C=C1)NS(=O)(=O)C1=NC=CC(=C1)NC(=O)C=1C=CC=C2C=CC(OC12)=O N-(2-(N-(4-chlorophenyl)amino-sulfonyl)-pyridin-4-yl)-2-oxo-2H-chromene-8-amide